[Cu](=O)=O.[Y] yttrium copper dioxide